N-{(2S,3R,4S)-4-fluoro-1-(oxetane-2-carbonyl)-2-[(2,3',5'-trifluoro[1,1'-biphenyl]-3-yl)methyl]pyrrolidin-3-yl}-cyclopropanesulfonamide F[C@@H]1[C@@H]([C@@H](N(C1)C(=O)C1OCC1)CC=1C(=C(C=CC1)C1=CC(=CC(=C1)F)F)F)NS(=O)(=O)C1CC1